1-bromo-2-[1-(methoxymethoxy)-ethyl]-4-nitro-benzene BrC1=C(C=C(C=C1)[N+](=O)[O-])C(C)OCOC